(S)-7-(8-chloronaphthalen-1-yl)-2-((1-methylpyrrolidin-2-yl)methoxy)-4-(4-(2,3,5,6-tetrafluoro-4-(methylsulfonyl)phenyl)piperazin-1-yl)-5,6,7,8-tetrahydropyrido[3,4-d]pyrimidine ClC=1C=CC=C2C=CC=C(C12)N1CC=2N=C(N=C(C2CC1)N1CCN(CC1)C1=C(C(=C(C(=C1F)F)S(=O)(=O)C)F)F)OC[C@H]1N(CCC1)C